FC(C(=O)O)(F)F.O=C1NC(CCC1N1C(C2=CC=CC(=C2C1=O)NCCN)=O)=O 2-{[2-(2,6-dioxopiperidin-3-yl)-1,3-dioxoisoindol-4-yl]amino}ethane-1-amine trifluoroacetate